benzenephosphinic acid C1=CC=C(C=C1)[P+](=O)O